1,2-epoxypropane 2,4-dichlorobenzylmethylcarbamate ClC1=C(CN(C(O)=O)C)C=CC(=C1)Cl.C1C(C)O1